N-[6-cyano-2-(3-fluoropyridine-2-carbonyl)-3-pyridyl]-2-(4-methyl-1-piperidyl)acetamide C(#N)C1=CC=C(C(=N1)C(=O)C1=NC=CC=C1F)NC(CN1CCC(CC1)C)=O